C(C1CO1)OCCC[Si](OC)(OC)OC 3-glycidyloxypropyl-methoxydimethoxysilane